C(#N)C1CN(C1)S(=O)(=O)C=1C=C(C=CC1)C(=O)N1[C@H](CCC1)C(=O)NCC1=CC=C(C=C1)C 1-((3-((3-cyano-1-azetidinyl)sulfonyl)phenyl)carbonyl)-N-(4-methylbenzyl)-D-prolinamide